ClC1=C2C=CC=NC2=CC(=C1NC)[N+](=O)[O-] 5-chloro-6-(methylamino)-7-nitroquinolin